2-[2-({4-cyclopropyl-5-[(thiophen-2-yl)methyl]-4H-1,2,4-triazol-3-yl}sulfanyl)propanamido]-4H,5H,6H-cyclopenta[b]thiophene-3-carboxamide C1(CC1)N1C(=NN=C1CC=1SC=CC1)SC(C(=O)NC1=C(C2=C(S1)CCC2)C(=O)N)C